N-(4-(4-amino-7-cyano-3-(3-fluoro-4-((4-methylpyrimidin-2-yl)oxy)phenyl)-1-methyl-1H-pyrrolo[3,2-c]pyridin-2-yl)-3-methylphenyl)methacrylamide NC1=NC=C(C2=C1C(=C(N2C)C2=C(C=C(C=C2)NC(C(=C)C)=O)C)C2=CC(=C(C=C2)OC2=NC=CC(=N2)C)F)C#N